C(#N)C[C@@H]1N(CCN(C1)C1=NC(=NC(=C1)C(NC1=CC(=CC2=CC=CC=C12)OC)=O)NCCN1CCOCC1)C(=O)OCC1=CC=CC=C1 benzyl (2S)-2-(cyanomethyl)-4-[6-[(3-methoxy-1-naphthyl)carbamoyl]-2-(2-morpholinoethylamino)pyrimidin-4-yl]piperazine-1-carboxylate